C([O-])([O-])=O.[NH4+].[S+] sulfur ammonium carbonate